1-(tert-butyl) 3-ethyl 4-aminopiperidine-1,3-dicarboxylate NC1C(CN(CC1)C(=O)OC(C)(C)C)C(=O)OCC